({5-[(1S,3R)-3-hydroxycyclopentyl]-2-(2-methylpropan-2-yl)pyrazol-3-yl}amino)-2,3-dihydro-1H-inden-1-one O[C@H]1C[C@H](CC1)C=1C=C(N(N1)C(C)(C)C)NC1C(C2=CC=CC=C2C1)=O